4-(2-(4-acrylamidophenyl)-4-amino-7-cyano-1-methyl-1H-pyrrolo[3,2-c]pyridin-3-yl)-N-cyclopentyl-2-methoxybenzamide C(C=C)(=O)NC1=CC=C(C=C1)C1=C(C=2C(=NC=C(C2N1C)C#N)N)C1=CC(=C(C(=O)NC2CCCC2)C=C1)OC